COC1=C(C(=O)N)C=C(C=N1)NC(C(N1C(CCCC1)C1=CC=CC=C1)=O)=O 2-methoxy-5-(2-oxo-2-(2-phenylpiperidin-1-yl)Acetamido)Nicotinamide